2-(tert-butyl)-9,10-bis(n-butylcarbonyloxy)anthracene C(C)(C)(C)C1=CC2=C(C3=CC=CC=C3C(=C2C=C1)OC(=O)CCCC)OC(=O)CCCC